ethyl alcohol ammonium salt [NH4+].C(C)O